2-(1-benzothiophen-3-yl)-5-(1H-pyrrolo[2,3-b]pyridin-4-yl)-1H-pyrrole-3-carboxamide S1C=C(C2=C1C=CC=C2)C=2NC(=CC2C(=O)N)C2=C1C(=NC=C2)NC=C1